FC1=C(C=C(C(=C1)C(=O)N1CCCCC1)OC)C1=NC=2C(=CNC(C2C(=C1)NC1=NC=C(C=C1)N1CCC(CC1)O)=O)C 2-[2-fluoro-5-methoxy-4-(piperidine-1-carbonyl)phenyl]-4-[[5-(4-hydroxy-1-piperidyl)-2-pyridyl]amino]-8-methyl-6H-1,6-naphthyridin-5-one